C1CC12CCN(CC2)C=2C=C(C=CC2C=2N=NN(N2)C2=CC(=NC(=C2)C)N2CCC(CC2)(F)F)NS(=O)(=O)CCO N-(3-{6-azaspiro[2.5]octane-6-yl}-4-{2-[2-(4,4-difluoropiperidin-1-yl)-6-Methylpyridin-4-yl]-2H-1,2,3,4-tetrazol-5-yl}phenyl)-2-hydroxyethane-1-sulfonamide